CN(C)C=C1CCC(C1=O)(C=1C=NN(C1)COCC[Si](C)(C)C)C 5-((dimethylamino)methylene)-2-methyl-2-(1-((2-(trimethylsilyl)ethoxy)methyl)-1H-pyrazol-4-yl)cyclopentan-1-one